2-{2-fluoro-6-[(3S)-3-hydroxypiperidin-1-yl]pyridin-3-yl}-1H-indol-5-ol FC1=NC(=CC=C1C=1NC2=CC=C(C=C2C1)O)N1C[C@H](CCC1)O